[Na+].[Na+].CC1=C(C(=C(C=C1)P([O-])=O)C)C.CC1=C(C(=C(C=C1)P([O-])=O)C)C trimethylphenylphosphinic acid disodium salt